2-((6S,9R,11R)-6-((S)-sec-butyl)-9-isopropyl-2,3,3,8-tetramethyl-4,7,13-trioxo-12-oxa-2,5,8-triazatetradecan-11-yl)thiazole-4-carboxylic acid [C@H](C)(CC)[C@H](NC(C(N(C)C)(C)C)=O)C(N([C@H](C[C@@H](OC(C)=O)C=1SC=C(N1)C(=O)O)C(C)C)C)=O